(S) or (R)-5-[[1-[3-[(2,2-difluoro-1,3-benzodioxol-5-yl)-methyl-carbamoyl]phenyl]-3-(trifluoromethyl)-4,5,6,7-tetrahydroindazol-7-yl]oxy]pyridine-2-carboxylic acid FC1(OC2=C(O1)C=CC(=C2)N(C(=O)C=2C=C(C=CC2)N2N=C(C=1CCC[C@@H](C21)OC=2C=CC(=NC2)C(=O)O)C(F)(F)F)C)F |o1:26|